(R)-N-(3-cyclobutyl-4-fluoropyrazolo[1,5-a]pyridin-2-yl)-3-hydroxy-3-(pyridin-2-yl)butanamide C1(CCC1)C=1C(=NN2C1C(=CC=C2)F)NC(C[C@](C)(C2=NC=CC=C2)O)=O